N-allyl-1-(p-tolyl)ethane-1-imine C(C=C)N=C(C)C1=CC=C(C=C1)C